C(C1=CC=CC=C1)SC=1C(=C(C=CC1)N1C([C@H](CC1)O)=O)CC (3S)-1-[3-(benzylthio)-2-ethylphenyl]-3-hydroxypyrrolidin-2-one